tert-butyl (2-((2-(N,N-bis(4-methoxybenzyl)sulfamoyl)-3-(2-(4-methoxybenzyl)-2H-tetrazol-5-yl)-4-(2-(methylamino)benzo[d]thiazol-4-yl)phenyl)sulfonyl)ethyl)carbamate COC1=CC=C(CN(S(=O)(=O)C2=C(C=CC(=C2C=2N=NN(N2)CC2=CC=C(C=C2)OC)C2=CC=CC3=C2N=C(S3)NC)S(=O)(=O)CCNC(OC(C)(C)C)=O)CC3=CC=C(C=C3)OC)C=C1